tert-butyl 2,2-difluoro-6-(1-methyl-1H-pyrazol-4-yl)-7-azaspiro[3.5]nonane-7-carboxylate FC1(CC2(C1)CC(N(CC2)C(=O)OC(C)(C)C)C=2C=NN(C2)C)F